N[C@H](C)C=1C=C(C=C2C(N(C(=NC12)[C@@H]1OCCCC1)C1CC1)=O)F 8-((R)-1-aminoethyl)-3-cyclopropyl-6-fluoro-2-((R)-tetrahydro-2H-pyran-2-yl)quinazolin-4(3H)-one